C(C)(=O)O[C@@H]1C2(CC[C@@H](C1)C2(C)C)C (2S,4S)-1,7,7-trimethyl-bicyclo[2.2.1]-heptan-2-yl acetate